1-methyl-6-methoxy-2(1H)-quinoxalinone CN1C(C=NC2=CC(=CC=C12)OC)=O